C(CCC)N(C(CC)=O)CC N-n-butyl-N-ethylpropanamide